O1C=CC2=C1C=CC(=C2)C=2C(=NC(=CN2)CCCOC)N2C[C@H](CCC2)C(=O)O (S)-1-(3-(benzofuran-5-yl)-6-(3-methoxypropyl)pyrazin-2-yl)piperidine-3-carboxylic acid